2-(((3s,5s,7s)-adamantan-1-yl)amino)ethyl 3-((3-(2,6-dioxopiperidin-3-yl)-2-methyl-4-oxo-3,4-dihydroquinazolin-5-yl)amino)propionate O=C1NC(CCC1N1C(=NC2=CC=CC(=C2C1=O)NCCC(=O)OCCNC12CC3CC(CC(C1)C3)C2)C)=O